[O-][As]([O-])[O-] The molecule is an arsenite ion resulting from the removal of all three protons from the hydroxy groups of arsenous acid. It is an arsenite ion and a trivalent inorganic anion. It is a conjugate base of an arsenite(2-).